NC1=CC=CC(=N1)S(=O)(=O)NC(=O)C=1C(=NC(=CC1)C=1C=NC(=CC1)OC(C)C)N1CCCCC1 N-[(6-Amino-2-pyridyl)sulfonyl]-6-(6-isopropoxy-3-pyridyl)-2-(1-piperidyl)pyridin-3-carboxamid